C(C)OC(CC(C=1N=C(SC1)CCCC(C)O)C1=CC(=C(C=C1)OC)F)=O 3-(3-fluoro-4-methoxyphenyl)-3-(2-(4-hydroxypentyl)thiazol-4-yl)propionic acid ethyl ester